CC(C)(C)C=1C=C(C=C(C1O)C(C)(C)C)CCC(=O)NN 3,5-bis(1,1-dimethylethyl)-4-hydroxybenzenepropanoic acid hydrazide